OC1CCC(NC1)C(=O)O 5-hydroxy-2-piperidineic acid